COC1=CC=C(COC[C@H](CO)O)C=C1 (S)-3-((4-methoxybenzyl)oxy)propane-1,2-diol